C1(=CC=CC=C1)C(C)N1N=CC(=C1)C(=O)OCC ethyl 1-(1-phenylethyl)-1H-pyrazole-4-carboxylate